O1C(CCCC1)N1C=NC=C1S(=O)(=O)C1=CC=C(C=N1)C(=O)O 6-[(3-tetrahydropyran-2-yl-imidazol-4-yl)sulfonyl]pyridine-3-carboxylic acid